3-methylpyrido[2,3-d][1,2,4]triazolo[4,3-b]pyridazine CC1=NN=C2N1N=CC1=C2N=CC=C1